C(C=C)(=O)N1C[C@@H](N(C[C@H]1C)C=1C2=C(N(C(N1)=O)C=1C(=NC=CC1SC)C(C)C)N=C(C(=C2)Cl)C2=C(C(=CC(=C2F)Cl)Cl)N)C 4-((2S,5R)-4-acryloyl-2,5-dimethylpiperazin-1-yl)-7-(2-amino-3,5-dichloro-6-fluorophenyl)-6-chloro-1-(2-isopropyl-4-(methylthio)pyridin-3-yl)pyrido[2,3-d]pyrimidin-2(1H)-one